[N+](=O)([O-])[O-].[Ce+4].[N+](=O)([O-])[O-].[N+](=O)([O-])[O-].[N+](=O)([O-])[O-] cerium (iv) nitrate